ClC1=CC(=C(C=N1)C=1C=NC=2CCN(CC2C1)C=1C(=CC=2N(N1)C(C=CN2)=O)C)C 7-(3-(6-chloro-4-methylpyridin-3-yl)-7,8-dihydro-1,6-naphthyridin-6(5H)-yl)-8-methyl-4H-pyrimido[1,2-b]pyridazin-4-one